CC1(OB(OC1(C)C)C1=CC2=CN(N=C2N=C1)C)C 4,4,5,5-tetramethyl-2-(2-methyl-2H-1,2,7-triazainden-5-yl)-1,3,2-dioxaborolane